2-cyclopropyl-5-(methylsulfonyl)thieno[2,3-b]pyridin-6-amine C1(CC1)C1=CC=2C(=NC(=C(C2)S(=O)(=O)C)N)S1